(R)-5-chloro-4-(1-(benzenesulfonyl)-1H-indol-3-yl)-N-(1-(5,6,7,8-tetrahydropyrido[3,4-d]pyrimidin-4-yl)piperidin-3-yl)pyrimidin-2-amine trifluoroacetate FC(C(=O)O)(F)F.ClC=1C(=NC(=NC1)N[C@H]1CN(CCC1)C=1C2=C(N=CN1)CNCC2)C2=CN(C1=CC=CC=C21)S(=O)(=O)C2=CC=CC=C2